ClC1=C(C(=CC=C1OC)F)N1C(C2=CC(=C(C=C2C(=C1)C(C)C)N1N=C(N(C1=O)CC)CO)F)=O 2-(2-Chloro-6-fluoro-3-methoxyphenyl)-6-(4-ethyl-3-(hydroxymethyl)-5-oxo-4,5-dihydro-1H-1,2,4-triazol-1-yl)-7-fluoro-4-isopropylisoquinolin-1(2H)-one